NC12CC(C1)(C2)CC#N 2-(3-aminobicyclo[1.1.1]pentan-1-yl)acetonitrile